C1=C(C=CC2=CC=CC=C12)C=1C2=CC=CC=C2C(=C2C=CC(=CC12)C1=CC=CC=C1)C1=CC2=CC=CC=C2C=C1 9,10-di(naphthalen-2-yl)-2-phenylanthracene